2-(2-methoxy-8-oxo-5,6,7,8-tetrahydroquinazolin-7-yl)-2-oxoacetic acid methyl ester COC(C(=O)C1CCC=2C=NC(=NC2C1=O)OC)=O